S(=O)(=O)([O-])[O-].[Pd+2] Palladium sulfat